C(C)(C)(C)C=1C=C(C=C(C1O)C(C)(C)C)CCC(=O)OCCSCCOC(CCC1=CC(=C(C(=C1)C(C)(C)C)O)C(C)(C)C)=O thio-diethylene bis[3-(3,5-di-tertiary butyl-4-hydroxyphenyl) propionate]